C(C1(OC=2C=C(C=C(C2[C@H]2[C@H]1CCC(=C2)C([2H])([2H])[2H])O)CCC2=CC=CC=C2)C([2H])([2H])[2H])([2H])([2H])[2H] (6aR,10aR)-6,6,9-tris(methyl-d3)-3-phenethyl-6a,7,8,10a-tetrahydro-6H-benzo[c]chromen-1-ol